BrC=1C(=NC=C(C1)C1=NOC(=N1)N1CCOCC1)N(CC1=CC=C(C=C1)OC)CC1=CC=C(C=C1)OC 3-bromo-N,N-bis(4-methoxybenzyl)-5-(5-morpholino-1,2,4-oxadiazol-3-yl)pyridin-2-amine